3-amino-4-(cyclopropylsulfonyl)-2-phenylbutyric acid methyl ester hydrochloride Cl.COC(C(C(CS(=O)(=O)C1CC1)N)C1=CC=CC=C1)=O